4,7-bis(3-hexylsulfanyl-phenyl)-2,9-dimethyl-1,10-phenanthroline C(CCCCC)SC=1C=C(C=CC1)C1=CC(=NC2=C3N=C(C=C(C3=CC=C12)C1=CC(=CC=C1)SCCCCCC)C)C